2,5-bisaminomethylnorbornane NCC1C2CC(C(C1)C2)CN